(S)-4-(6-((1-(6-(4-fluoro-1H-pyrazol-1-yl)pyridin-3-yl)ethyl)(methyl)amino)pyridine-3-yl)-6-(2-hydroxyethoxy)pyrazolo[1,5-a]pyridine-3-carbonitrile FC=1C=NN(C1)C1=CC=C(C=N1)[C@H](C)N(C1=CC=C(C=N1)C=1C=2N(C=C(C1)OCCO)N=CC2C#N)C